sulfhydryl-carbamoyl-phenylboronic acid SC=1C(=C(C=CC1)B(O)O)C(N)=O